tert-butyl (S)-2-(1-(benzyloxy)-3-methyl-1-oxobutan-2-yl)-1-oxo-2,8-diazaspiro[4.5]decane-8-carboxylate C(C1=CC=CC=C1)OC([C@H](C(C)C)N1C(C2(CC1)CCN(CC2)C(=O)OC(C)(C)C)=O)=O